(R)-(Z)-3-((3-ethyl-7-(methylthio)-1,1-dioxido-5-phenyl-3-propyl-2,3,4,5-tetrahydro-1,5-benzothiazepin-8-yl)oxy)-2-fluoroacrylic acid C(C)[C@@]1(CS(C2=C(N(C1)C1=CC=CC=C1)C=C(C(=C2)O\C=C(\C(=O)O)/F)SC)(=O)=O)CCC